C(=C)N(CCNCCC[Si](OC)(OC)C)CC1=CC=CC=C1 N-[2-(N-vinylbenzylamino)ethyl]-3-aminopropylmethyldimethoxysilane